4-(2,6-Difluorobenzyl)-2-(4-((3,5-dimethyl-1-(oxetan-3-yl)-1H-pyrazol-4-yl)oxy)-3-fluorophenyl)-2,4-dihydro-3H-1,2,4-triazol-3-one FC1=C(CN2C(N(N=C2)C2=CC(=C(C=C2)OC=2C(=NN(C2C)C2COC2)C)F)=O)C(=CC=C1)F